4-(3,8-Diazabicyclo[3.2.1]oct-3-yl)-2-(2-methoxypyridin-4-yl)-1-tosyl-1H-pyrrolo[2,3-b]pyridine hydrochloride Cl.C12CN(CC(CC1)N2)C2=C1C(=NC=C2)N(C(=C1)C1=CC(=NC=C1)OC)S(=O)(=O)C1=CC=C(C)C=C1